N-(7-bromo-1H-indol-3-yl)-1H-benzo[d]imidazol-2-amine BrC=1C=CC=C2C(=CNC12)NC1=NC2=C(N1)C=CC=C2